(1R,5R,6R)-3-(7-(2-chloro-3-hydroxynaphthalen-1-yl)-8-fluoro-2-(((2R,7aS)-2-fluorohexahydro-1H-pyrrolizin-7a-yl)methoxy)pyrido[4,3-d]pyrimidin-4-yl)-3-azabicyclo[3.2.1]octan-6-ol ClC1=C(C2=CC=CC=C2C=C1O)C1=C(C=2N=C(N=C(C2C=N1)N1C[C@H]2C[C@H]([C@@H](C1)C2)O)OC[C@]21CCCN1C[C@@H](C2)F)F